ClC=1C(=C2C=NNC2=CC1C)C=1C(=NN(C1C)C1CC2(CNC2)C1)N1C(CC(CC1)N1CC(C1)OC)(C)C 5-chloro-4-(3-(4-(3-methoxyazetidin-1-yl)-2,2-dimethylpiperidin-1-yl)-5-methyl-1-(2-azaspiro[3.3]hept-6-yl)-1H-pyrazol-4-yl)-6-methyl-1H-indazole